3-methyl-3-azabicyclo[3.2.1]octan-8-amine CN1CC2CCC(C1)C2N